(1s,3s)-3-((4-chloro-5,6,7,8-tetrahydrophthalazin-1-yl)amino)-1-methylcyclobutanol ClC1=NN=C(C=2CCCCC12)NC1CC(C1)(O)C